1-Methyl-4-((4-((4-(trifluoromethyl)phenyl)carbamoyl)piperidin-1-yl)sulfonyl)-1H-pyrrole-2-carboxylic acid CN1C(=CC(=C1)S(=O)(=O)N1CCC(CC1)C(NC1=CC=C(C=C1)C(F)(F)F)=O)C(=O)O